C(C=C)(=O)NC(CS(=O)(=O)O)(C)C 2-acryloamido-2-methylpropanesulfonic acid